β-azido-Alanine N(=[N+]=[N-])C[C@H](N)C(=O)O